2-((S)-1-((E)-3-cyclopropylacryloyl)-4-((S)-2-(((S)-1-methylpyrrolidin-2-yl)methoxy)-7-(naphthalen-1-yl)-5,6,7,8-tetrahydroquinazolin-4-yl)piperazin-2-yl)acetonitrile formate C(=O)O.C1(CC1)/C=C/C(=O)N1[C@H](CN(CC1)C1=NC(=NC=2C[C@H](CCC12)C1=CC=CC2=CC=CC=C12)OC[C@H]1N(CCC1)C)CC#N